2-(5-bromo-2-hydroxy-3-(nicotinoyloxy)benzylideneamino)-3-methylbutanoic acid BrC=1C=C(C(=C(C=NC(C(=O)O)C(C)C)C1)O)OC(C1=CN=CC=C1)=O